N-hydroxy-6-(3-(benzyloxy)-4-methoxybenzoylamino)benzo[d]oxazole-2-carboxamide ONC(=O)C=1OC2=C(N1)C=CC(=C2)NC(C2=CC(=C(C=C2)OC)OCC2=CC=CC=C2)=O